CS(=O)(=O)CCCN=C=S 3-(methylsulfonyl)propyl isothiocyanate